1-ethyl-3,3-dimethyl-indole C(C)N1CC(C2=CC=CC=C12)(C)C